C1(=CC=CC=C1)N1C(=O)N(C(=O)CC1=O)C1=CC=CC=C1 1,3-diphenylbarbituric acid